CC(CCCO)C 4-methylpentane-1-ol